N-((5-fluoro-2,3-dihydrobenzofuran-4-yl)methyl)-8-(4-fluorophenyl)-1-(trifluoromethyl)imidazo[1,5-c]pyrimidin-5-amine FC=1C=CC2=C(CCO2)C1CNC1=NC=C(C=2N1C=NC2C(F)(F)F)C2=CC=C(C=C2)F